O=C1NC2=CC=C(C=C2C1)C(=O)NC(C)C1=CC=CC=C1 2-oxo-N-(1-phenylethyl)indoline-5-carboxamide